FC=1C=C(C=C(C1)F)[C@H]1CC[C@H](CC1)OC[C@@H]1NCCC[C@@H]1NS(=O)(=O)C N-((2R,3S)-2-(((cis-4-(3,5-difluorophenyl)cyclohexyl)oxy)methyl)piperidin-3-yl)methanesulfonamide